[K].[K] potassium, potassium salt